6-(5-(trifluoromethyl)-1,2,4-oxadiazol-3-yl)pyridazin-3-yl(methyl)-N-(3-(trifluoromethyl)phenyl)tetrahydro-2H-thiopyran-4-carboxamide 1,1-dioxide FC(C1=NC(=NO1)C1=CC=C(N=N1)C1(S(CCC(C1)C(=O)NC1=CC(=CC=C1)C(F)(F)F)(=O)=O)C)(F)F